NC=1N=NC2=C(C=C(C=C2C1)C(=O)OC)OC methyl 3-amino-8-methoxycinnoline-6-carboxylate